N-(4-(4-(5-fluoro-6-(piperidin-1-yl)pyridin-2-yl)-1H-1,2,3-triazol-1-yl)-3-(6-azaspiro[2.5]octan-6-yl)phenyl)-2-hydroxyethane-1-sulfonamide FC=1C=CC(=NC1N1CCCCC1)C=1N=NN(C1)C1=C(C=C(C=C1)NS(=O)(=O)CCO)N1CCC2(CC2)CC1